C(C)(C)(C)C1=CC=C(C=C1)C1=NC(=NN1CC)CN1CC2(CC1)CCCC2 2-((5-(4-(tert-butyl)phenyl)-1-ethyl-1H-1,2,4-triazol-3-yl)methyl)-2-azaspiro[4.4]nonane